2-{2-Fluoro-6-[3-methoxypiperidin-1-yl]pyridin-3-yl}-1H-indol-5-ol FC1=NC(=CC=C1C=1NC2=CC=C(C=C2C1)O)N1CC(CCC1)OC